FC=1C=C(C=CC1)C=1C(=NN(C(C1)=O)CC(=O)N)C(C)C 2-[4-(3-fluorophenyl)-6-oxo-3-propan-2-ylpyridazin-1-yl]Acetamide